CN(CCN(C=1C(=CC(=CC1)NC1=NC=C(C(=N1)C1=CNC2=CC=CC(=C12)F)C(F)(F)F)N)C)C N1-(2-(dimethylamino)ethyl)-N4-(4-(4-fluoro-1H-indol-3-yl)-5-(trifluoromethyl)pyrimidin-2-yl)-N1-methylbenzene-1,2,4-triamine